N1(N=NN=C1)[C@@H](C)C=1C(=C(C(=C2C=NNC12)C=1N=CC=2N(C1)C=C(N2)NC(=O)C2C(C2)F)Cl)F N-(6-(7-((S)-1-(1H-tetrazol-1-yl)ethyl)-5-chloro-6-fluoro-1H-indazol-4-yl)imidazo[1,2-a]pyrazin-2-yl)-2-fluorocyclopropane-1-carboxamide